(rac)-tert-butyl 4-(5-ethoxy-2-methyl-3,5-dioxopentyl)piperidine-1-carboxylate C(C)OC(CC([C@@H](CC1CCN(CC1)C(=O)OC(C)(C)C)C)=O)=O |r|